NC=1C=CN=C2C=CC(=NC12)C=1C=C(C=CC1)C#C[C@]1(C(N(CC1)C)=O)O (R)-3-((3-(8-amino-1,5-naphthyridin-2-yl)phenyl)ethynyl)-3-hydroxy-1-methylpyrrolidin-2-one